(E,1R)-1-hydroxytriacontan OCCCCCCCCCCCCCCCCCCCCCCCCCCCCCC